(R) or (S)-5-[[1-[3-[(2,2-difluoro-1,3-benzodioxol-5-yl)-methylcarbamoyl]phenyl]-3-(trifluoromethyl)-4,5,6,7-tetrahydroindazol-7-yl]oxy]pyridine-2-carboxylic acid FC1(OC2=C(O1)C=CC(=C2)N(C(=O)C=2C=C(C=CC2)N2N=C(C=1CCC[C@H](C21)OC=2C=CC(=NC2)C(=O)O)C(F)(F)F)C)F |o1:26|